p-nitro-benzoic acid-2-ethylhexylester C(C)C(COC(C1=CC=C(C=C1)[N+](=O)[O-])=O)CCCC